2-Oxo-6-(piperazin-1-yl)benzo[d]oxazol O=C1OC2=C(N1)C=CC(=C2)N2CCNCC2